C[C@@H]1CN(C[C@@H](O1)C)C(=O)C=1C2=C(N(N1)CC(=O)N1CCC(CC1)C1=C(C=CC=C1)CC)CCC2 2-{3-[(2R,6S)-2,6-Dimethylmorpholin-4-carbonyl]-5,6-dihydrocyclopenta[c]pyrazol-1(4H)-yl}-1-[4-(2-ethylphenyl)piperidin-1-yl]ethan-1-on